methyl-L-cysteic acid tert-butyl-3-[(4-methylbenzenesulfonyl)oxy]azetidine-1-carboxylate C(C)(C)(C)C1N(CC1OS(=O)(=O)C1=CC=C(C=C1)C)C(=O)O.CN[C@@H](CS(=O)(O)=O)C(=O)O